FC(C1=C(C(=C(C(=C1F)C(F)(F)F)F)C(F)(F)F)F)(F)F 2,4,6-tris(trifluoromethyl)-1,3,5-trifluorobenzene